(2S)-N-(4-fluorophenyl)-N-methyl-1-[4-(trifluoromethyl)pyridin-2-yl]pyrrolidine-2-carboxamide FC1=CC=C(C=C1)N(C(=O)[C@H]1N(CCC1)C1=NC=CC(=C1)C(F)(F)F)C